(Sa,S)-6-(1-(1-(4-cyclopropylphenyl)ethyl)-4-(propane-1-yn-1-yl)-1H-indazole-7-carboxamido)spiro[3.3]Heptane-2-carboxylic acid C1(CC1)C1=CC=C(C=C1)[C@H](C)N1N=CC2=C(C=CC(=C12)C(=O)NC1CC2(CC(C2)C(=O)O)C1)C#CC